methyl 2-(4-bromo-2-fluoro-phenoxy)-3H-benzimidazole-5-carboxylate BrC1=CC(=C(OC=2NC3=C(N2)C=CC(=C3)C(=O)OC)C=C1)F